C(C)N(CCCOC=1C=CC(=NC1)C1=NC=CC(=C1)C1=NOC(=N1)C(F)(F)F)CCC1=CC=CC=C1 N-Ethyl-N-phenethyl-3-((4'-(5-(trifluoromethyl)-1,2,4-oxadiazol-3-yl)-[2,2'-bipyridin]-5-yl)oxy)propan-1-amine